2-chloro-1,1,1,4,4,4-hexafluorobutane ClC(C(F)(F)F)CC(F)(F)F